4-chloro-6-methoxypyridin-2-amine ClC1=CC(=NC(=C1)OC)N